OP(O)OP(O)O.C(C)(C)(C)C1=C(C=CC(=C1)C(C)(C)C)C1=CC=C(C=C1)C1=CC=CC=C1 (2,4-di-tert-butylphenyl)-4,4'-biphenyl diphosphite